6-(4-Methoxy-3-methyl-phenyl)-2-oxo-3H-imidazo[4,5-b]pyridin COC1=C(C=C(C=C1)C=1C=C2C(=NC1)NC(N2)=O)C